ClC1=CC=C(C=C1)C1=C(CCC(C1)(C)C)CN1CC(N(CC1)C(=O)C=1C(=C2CN(C(C2=CC1)=O)C1C(NC(CC1)=O)=O)F)C(F)(F)F 3-(5-(4-((4'-chloro-5,5-dimethyl-3,4,5,6-tetrahydro-[1,1'-biphenyl]-2-yl)methyl)-2-(trifluoromethyl)piperazine-1-carbonyl)-4-fluoro-1-oxoisoindolin-2-yl)piperidine-2,6-dione